CC1=CC=C(C=C1)S(=O)(=O)OC1=C2N=CN(C2=NC(=N1)N1CCOCC1)C1=NC(=CC=C1)C 9-(6-methylpyridin-2-yl)-2-morpholino-9H-purin-6-yl 4-methylbenzenesulfonate